NC1=C(C(=CC=C1)N)NC(=S)N N-(2,6-diaminophenyl)thiourea